diethyl-2-lauryl-myristate C(C)C(C(C(=O)[O-])(CCCCCCCCCCCC)CC)CCCCCCCCCCC